P(=O)([O-])([O-])[O-].CC(CCCCCCCCCCOCC[O-])C 2-(11-methyldodecyloxy)ethanolate phosphate